potassium toluenesulfinate C(C1=CC=CC=C1)S(=O)[O-].[K+]